C(=O)(OC(C)(C)C)N1C(OC=C1)CCCN N-Boc-2-(aminopropyl)oxazoline